ethyl-tris-(2-methoxyethoxy)silane C(C)[Si](OCCOC)(OCCOC)OCCOC